4-(6-methyl-2-pyridyl)pyrazole-3-carboxylic acid CC1=CC=CC(=N1)C=1C(=NNC1)C(=O)O